COC1CC2CCC(C(CC1)C2=C)(C)C 3-Methoxy-7,7-dimethyl-10-methylenebicyclo[4.3.1]decane